5-((1-((benzyloxy)methyl)cyclopropyl)sulfonyl)-2,2,5-trimethyl-1,3-dioxane C(C1=CC=CC=C1)OCC1(CC1)S(=O)(=O)C1(COC(OC1)(C)C)C